N[C@@H](CCC(=O)N[C@@H](CC(=O)[O-])C(=O)[O-])C(=O)O γ-Glutamyl-Aspartate